cetyl-dimethyl-hydroxyethyl-ammonium dihydrogen phosphate P(=O)(O)(O)[O-].C(CCCCCCCCCCCCCCC)[N+](CCO)(C)C